O=C1NC(CCC1N1C(C2=CC=CC(=C2C1=O)NCCCC1N(CCNC1)C(=O)N)=O)=O (3-((2-(2,6-dioxopiperidin-3-yl)-1,3-dioxoisoindolin-4-yl)amino)propyl)piperazine-1-carboxamide